N1C(=NC2=C1C=CC=C2)NC(CNC(CC)=O)C2=CC(=CC=C2)C(F)(F)F (-)-N-{2-[(1H-1,3-benzodiazol-2-yl)amino]-2-[3-(trifluoromethyl)phenyl]-ethyl}propanamide